CC=1C=CC=2N(C1)C=C(N2)C(=O)N2CCC1(C(C1)CNC(=O)C1=CC=3C(=CN=CC3)O1)CC2 N-[[6-(6-methylimidazo[1,2-a]pyridine-2-carbonyl)-6-azaspiro[2.5]octan-2-yl]methyl]furo[2,3-c]pyridine-2-carboxamide